BrC=1C=C2CN(C(C2=CC1)=O)C1C(N(C(CC1)=O)CC1=CC=C(C=C1)OC)=O 3-(5-bromo-1-oxoisoindolin-2-yl)-1-(4-methoxybenzyl)piperidine-2,6-dione